7-(5-(3-aminoprop-1-yn-1-yl)thiophen-2-yl)hept-6-yn-1-amine NCC#CC1=CC=C(S1)C#CCCCCCN